6-(dimethylamino)-5-ethynyl-2-((2-methoxyphenyl)amino)-8-phenylpyrido[2,3-d]pyrimidin-7(8H)-one CN(C1=C(C2=C(N=C(N=C2)NC2=C(C=CC=C2)OC)N(C1=O)C1=CC=CC=C1)C#C)C